2-(3-{[(1R,2R,3S,5S)-2-fluoro-8-azabicyclo[3.2.1]oct-3-yl](methyl)amino}-1,2,4-triazin-6-yl)-5-(1H-pyrazol-4-yl)phenol F[C@@H]1[C@H]2CC[C@@H](C[C@@H]1N(C=1N=NC(=CN1)C1=C(C=C(C=C1)C=1C=NNC1)O)C)N2